C(C)(C)(C)OC(=O)NCC=1C=C(C=CC1)C1=CC=CC(=N1)C(=O)O 6-(3-(((tert-butoxycarbonyl)amino)methyl)phenyl)picolinic acid